BrC=1C(=NN(C1)C(F)F)N 4-bromo-1-(difluoromethyl)-1H-pyrazol-3-amine